N1N=NN=C1C1=NC=NN1 5-tetrazolyl-1,2,4-triazole